tert-butyl N-[1-benzyl-3-[2-(tert-butoxycarbonylamino)ethyl]-3-piperidyl]carbamate C(C1=CC=CC=C1)N1CC(CCC1)(CCNC(=O)OC(C)(C)C)NC(OC(C)(C)C)=O